C(C)(C)(C)C(C(=O)[O-])(CCCC)C1CCCCC1 tertiary butylcyclohexylcaproate